O.[Ir](Cl)(Cl)Cl iridium (iii) chloride hydrate